COC1=CC=C(CN(C2=CC=CC(=N2)C2CCC(CC2)=O)CC2=CC=C(C=C2)OC)C=C1 4-(6-(bis(4-methoxybenzyl)amino)pyridin-2-yl)cyclohexan-1-one